6-hydroxy-5-azaspiro[2.4]heptane-5-carboxylic acid tert-butyl ester C(C)(C)(C)OC(=O)N1CC2(CC2)CC1O